NC1=C2C(=NC=N1)N(N=C2C2=NOC(=C2C2=NC=CC=C2)C2CC2)[C@H]2C[C@@H](CC2)OC(C(=O)NCC)C {[(1R,3R)-3-{4-amino-3-[5-cyclopropyl-4-(pyridin-2-yl)-1,2-oxazol-3-yl]-1H-pyrazolo[3,4-d]pyrimidin-1-yl}cyclopentyl]oxy}-N-ethylpropanamide